N-[(3R)-1-ethyl-3-piperidinyl]-5-methyl-6-(3-methyl-1H-indol-6-yl)pyridazin-3-amine C(C)N1C[C@@H](CCC1)NC=1N=NC(=C(C1)C)C1=CC=C2C(=CNC2=C1)C